4-(3'-benzyloxy-3,5-difluoro-biphenyl-4-yloxy)-butyric acid ethyl ester C(C)OC(CCCOC1=C(C=C(C=C1F)C1=CC(=CC=C1)OCC1=CC=CC=C1)F)=O